C(C(C)O)O mono-1,2-propylene glycol